FC(C1=NC(=NC(=C1)C(F)(F)F)N1[C@H](C=2NC3=CC=C(C=C3C2CC1)Cl)CCCC)(F)F (1S)-2-[4,6-bis(trifluoromethyl)pyrimidin-2-yl]-1-butyl-6-chloro-2,3,4,9-tetrahydro-1H-pyrido[3,4-b]indole